1,4-dihydroxy-3-methylbenzene OC1=CC(=C(C=C1)O)C